tert-Butyl (2R,5S)-2,5-diethylpiperazine-1-carboxylate tert-Butyl-(2R,5S)-4-benzyl-2,5-diethylpiperazine-1-carboxylate C(C)(C)(C)OC(=O)N1[C@@H](CN([C@H](C1)CC)CC1=CC=CC=C1)CC.C(C)[C@H]1N(C[C@@H](NC1)CC)C(=O)OC(C)(C)C